Alpha-terpineol CC1=CCC(C(C)(O)C)CC1